NC=1C(=NC(=C(N1)C=1OC=CN1)C=1C=CC=2N(C1)C(=CN2)C)C(=O)NCCCOC 3-amino-N-(3-methoxypropyl)-6-(3-methylimidazo[1,2-a]pyridin-6-yl)-5-(oxazol-2-yl)pyrazine-2-carboxamide